(S)-2-((4-(6-chloropyridin-2-yl)piperidin-1-yl)methyl)-1-((oxetan-2-yl)methyl)-1H-benzo[d]imidazole-6-carboxylic acid methyl ester COC(=O)C=1C=CC2=C(N(C(=N2)CN2CCC(CC2)C2=NC(=CC=C2)Cl)C[C@H]2OCC2)C1